NC1=CC2=C(N(C(C(O2)CF)=O)CC2=CC=CC=C2)C=C1 7-amino-4-benzyl-2-(fluoromethyl)-2H-1,4-benzoxazin-3-one